(5s,7s)-2-(2,2-difluorocyclopropyl)sulfonyl-7-fluoro-5-phenyl-6,7-dihydro-5H-pyrrolo[1,2-b][1,2,4]triazole FC1(C(C1)S(=O)(=O)C=1N=C2N(N1)[C@@H](C[C@@H]2F)C2=CC=CC=C2)F